S1C2=C(C=C1)C=C(C=C2)C[C@H](CC(=O)NO)N2N=NC(=C2)CNC(C2=CC=C(C=C2)F)=O (R)-N-((1-(1-(benzo[b]thiophen-5-yl)-4-(hydroxyamino)-4-oxobutan-2-yl)-1H-1,2,3-triazol-4-yl)methyl)-4-fluorobenzamide